5-(benzyloxy)isophthalic acid C(C1=CC=CC=C1)OC=1C=C(C=C(C(=O)O)C1)C(=O)O